(±)-(1S,2R,3R,5R)-3-((6-(4-bromo-2-hydroxyphenyl)-1,2,4-triazin-3-yl)(methyl)amino)-2-fluoro-8-azabicyclo[3.2.1]octane-8-carboxylic acid tert-butyl ester C(C)(C)(C)OC(=O)N1[C@@H]2[C@@H]([C@@H](C[C@H]1CC2)N(C)C=2N=NC(=CN2)C2=C(C=C(C=C2)Br)O)F |r|